methyl-oximinosilane zirconium phosphate sodium salt [Na+].P(=O)([O-])([O-])[O-].[Zr+4].C[SiH]=NO